acetic acid 3,7-dimethyloct-6-enyl ester CC(CCOC(C)=O)CCC=C(C)C